NC=1SC=2[C@H]3CN(C[C@@H](CC2N1)N3C#N)C(=O)OC |o1:4,8| methyl (4R*,8R*)-2-amino-10-cyano-4,7,8,9-tetrahydro-4,8-epimino[1,3]thiazolo[5,4-d]azocine-6(5H)-carboxylate